C(C1=CC=CC=C1)N1C(N(SC1=O)CCN[C@@H](C)C(=O)O)=O (2-(4-benzyl-3,5-dioxo-1,2,4-thiadiazolidin-2-yl)ethyl)-L-alanine